benzyl (3S,5R)-4-(3-((3-((3-ethoxy-3-oxopropyl)amino)-1-methyl-1H-indazol-7-yl)oxy)propyl)-3,5-dimethylpiperazine-1-carboxylate C(C)OC(CCNC1=NN(C2=C(C=CC=C12)OCCCN1[C@H](CN(C[C@H]1C)C(=O)OCC1=CC=CC=C1)C)C)=O